CC(C)=CC(C)(C)C 2,4,4-Tri-methylpent-2-en